6-(2-hydroxyphenyl)pyridine-3-boronic acid pinacol ester OC1=C(C=CC=C1)C1=CC=C(C=N1)B1OC(C)(C)C(C)(C)O1